OC=1C=C(C=CC1)C1=CC(=NN1)NC1=C(C=C(C=C1)O)C 4-((5-(3-hydroxyphenyl)-1H-pyrazol-3-yl)amino)-3-methylphenol